ClC1=CC=C(CN2C(NC(N=C2SCC)=O)=O)C=C1 1-(4-chlorobenzyl)-6-(ethylthio)-1,3,5-Triazine-2,4(1H,3H)-dione